(1-(2-(ethoxy)ethyl)-3-vinylimidazole) bistrifluoromethanesulfonimide salt [N-](S(=O)(=O)C(F)(F)F)S(=O)(=O)C(F)(F)F.C(C)OCCN1CN(C=C1)C=C